(S)-2-(6-fluorobenzo[d]oxazol-2-yl)-5-((4-fluorobenzyl)oxy)-6-methoxy-1,2,3,4-tetrahydroisoquinoline-3-carboxylic acid FC1=CC2=C(N=C(O2)N2CC3=CC=C(C(=C3C[C@H]2C(=O)O)OCC2=CC=C(C=C2)F)OC)C=C1